C(C)C1=C(C=C(C(=O)O)C=C1)S(NC1=C(C=CC(=C1)S(=O)(=O)C)C1=CC(=CC=C1)F)(=O)=O 4-ethyl-3-(N-(3'-fluoro-4-(methylsulfonyl)-[1,1'-biphenyl]-2-yl)sulfamoyl)benzoic Acid